vinyl-tri(dimethylsiloxy)silane C(=C)[Si](O[SiH](C)C)(O[SiH](C)C)O[SiH](C)C